(1,3-dimethylpyrazol-4-yl)sulfonyl-6-[3-(3,3,3-trifluoro-2,2-dimethyl-propoxy)pyrazol-1-yl]-2-[(4S)-2,2,4-trimethylpyrrolidin-1-yl]pyridine-3-carboxamide CN1N=C(C(=C1)S(=O)(=O)C1=C(C(=NC(=C1)N1N=C(C=C1)OCC(C(F)(F)F)(C)C)N1C(C[C@@H](C1)C)(C)C)C(=O)N)C